t-butyldimethyl-siloxyethyl vinyl carbonate C(OC(C(O[SiH3])(C)C)C(C)(C)C)(OC=C)=O